ClC=1C(=CC(=NC1)NC(C)C)C=1C=C2N(CC(CN(C2=O)CC2=C(C=CC(=C2)F)CO)(COC)CO)C1 8-(5-chloro-2-(isopropylamino)pyridin-4-yl)-2-(5-fluoro-2-(hydroxymethyl)benzyl)-4-(hydroxymethyl)-4-(methoxymethyl)-2,3,4,5-tetrahydro-1H-pyrrolo[1,2-a][1,4]diazepin-1-one